(S)-3-(1-hydroxypropan-2-yl)-8-(pyridin-3-yl)-6-(2-(trifluoromethyl)pyrimidin-5-yl)pyrido[3,4-d]pyrimidin-4(3H)-one OC[C@H](C)N1C=NC2=C(C1=O)C=C(N=C2C=2C=NC=CC2)C=2C=NC(=NC2)C(F)(F)F